[2-(6-amino-3-pyridinyl)ethynyl]-2-[1H-benzimidazol-2-yl-[5-fluoro-2-(methoxymethoxy)-phenyl]methyl]isoindolin-1-one NC1=CC=C(C=N1)C#CC1N(C(C2=CC=CC=C12)=O)C(C1=C(C=CC(=C1)F)OCOC)C1=NC2=C(N1)C=CC=C2